trans-4-(((trans-4-(6-Cyano-5-methoxypyridin-2-yl)cyclohexyl)methyl)(3-(1-cyclopropyl-1H-pyrazol-4-yl)phenyl)carbamoyl)cyclohexyl (2-hydroxy ethyl)carbamate OCCNC(O[C@@H]1CC[C@H](CC1)C(N(C1=CC(=CC=C1)C=1C=NN(C1)C1CC1)C[C@@H]1CC[C@H](CC1)C1=NC(=C(C=C1)OC)C#N)=O)=O